O[C@H]1[C@@H]([C@@H](O[C@@H]([C@@H]1O)CO)OC1=CC=C(C=C1)C(\C=C\C1=CC=CC=C1)=O)NC(C)=O N-[(2S,3S,4S,5R,6R)-4,5-Dihydroxy-6-(hydroxymethyl)-2-[4-[(E)-3-phenylprop-2-enoyl]phenoxy]oxan-3-yl]acetamide